diethyl-(3-pyridyl)-boron C(C)B(C=1C=NC=CC1)CC